B1(OC(C(O1)(C)C)(C)C)C2=CC=C(C=C2)N3CCN(CC3)C(=O)OC(C)(C)C 4-[4-(N-Boc)piperazin-1-yl]phenylboronic acid pinacol ester